dichloromethyl-silicon ClC(Cl)[Si]